5-bromo-3-methyl-3H-imidazole BrC1=CN(C=N1)C